NCC#CC1=CC(=CS1)C#CCNC(C[C@H]1C=2N(C3=C(C(=N1)C1=CC=C(C=C1)Cl)C(=C(S3)C)C)C(=NN2)C)=O (S)-N-(3-(5-(3-aminoprop-1-yn-1-yl)thiophen-3-yl)prop-2-yn-1-yl)-2-(4-(4-chlorophenyl)-2,3,9-trimethyl-6H-thieno[3,2-f][1,2,4]triazolo[4,3-a][1,4]diazepin-6-yl)acetamide